octenyl-amyl-phosphinic acid C(=CCCCCCC)P(O)(=O)CCCCC